COCC1=CC(=CS1)C=1N=C(NC1)C1N(CCCC1)C(C(C)SC)=O 1-(2-(4-(5-(Methoxymethyl)thiophen-3-yl)-1H-imidazol-2-yl)piperidin-1-yl)-2-(methylthio)propan-1-one